4-[[5-(3,4-dimethoxyphenyl)-1,2,4-oxadiazol-3-yl]methyl]benzohydroxamic acid COC=1C=C(C=CC1OC)C1=NC(=NO1)CC1=CC=C(C(=O)NO)C=C1